C(C1=CC=CC=C1)OCCC(CCC)OC1=NN2C(C(=N1)N(CC1=C(C=C(C=C1)OC)OC)CC1=C(C=C(C=C1)OC)OC)=NC=C2Br 2-((1-(benzyloxy)hexane-3-yl)oxy)-7-bromo-N,N-bis(2,4-dimethoxybenzyl)imidazo[2,1-f][1,2,4]triazin-4-amine